C(C)(C)(C)OC(=O)O[C@@H]1[C@H]([C@H](N(C1)C(=O)OC(C)(C)C)CC1=CC=C(C=C1)OC)OC(NCCN1CC(C1)(O)CNC(C)=O)=O tert-butyl (2R,3S,4S)-4-[(tert-butoxycarbonyl)oxy]-3-[({2-[3-(acetamidomethyl)-3-hydroxyazetidin-1-yl]ethyl} carbamoyl)oxy]-2-[(4-methoxyphenyl)methyl]pyrrolidine-1-carboxylate